C1(=CC=CC=C1)NC(=O)C=1SC(=CC1)C=1C=NC=CC1 N-phenyl-5-(pyridin-3-yl)thiophene-2-carboxamide